CN1CC(C1)(C)[C@@](O)(C=1C=NC=C(C1)C1=NOC(=N1)COC1CCOCC1)C1=CC=C(C=C1)C(C)C (R)-(1,3-Dimethyl-azetidin-3-yl)-(4-isopropyl-phenyl)-{5-[5-(tetrahydro-pyran-4-yloxymethyl)-[1,2,4]oxadiazol-3-yl]-pyridin-3-yl}-methanol